5-[2-fluoro-6-hydroxy-4-[(1H-1,2,4-triazol-3-ylamino)methyl]phenyl]-1,1-dioxo-1,2,5-thiadiazolidin-3-one FC1=C(C(=CC(=C1)CNC1=NNC=N1)O)N1CC(NS1(=O)=O)=O